[(3S)-3-pyrimidin-5-ylisoxazolidin-2-yl]methanone TFA Salt OC(=O)C(F)(F)F.N1=CN=CC(=C1)[C@H]1N(OCC1)C=O